C(C)OC(=O)C=1SC(=C(N1)C(=O)N1C2CCC1CC2)C=2C=NC(=CC2C(F)F)N[C@H](C(F)(F)F)C2CC2 4-((1s,4s)-7-azabicyclo[2.2.1]Heptane-7-carbonyl)-5-(6-(((S)-1-cyclopropyl-2,2,2-trisFluoroethyl)amino)-4-(difluoromethyl)pyridin-3-yl)thiazole-2-carboxylic acid ethyl ester